(E)-3-(3-(2-Fluorophenyl)acryloyl)oxazolidin-2-one FC1=C(C=CC=C1)/C=C/C(=O)N1C(OCC1)=O